[Si](C1=CC=CC=C1)(C1=CC=CC=C1)(C(C)(C)C)OC[C@H]1CN(CC1)C(=O)OCCCC butyl (3R)-3-[[tert-butyl(diphenyl)silyl]oxymethyl]pyrrolidine-1-carboxylate